CC=1NC=2N(C(C1C=1C=C3C=CC=NC3=CC1)=O)N=C(C2C2=CC=CC=C2)C2=CC=CC=C2 5-methyl-2,3-diphenyl-6-(quinolin-6-yl)pyrazolo[1,5-a]pyrimidin-7(4H)-one